8-ethyl-7-fluoro-3-hydroxynaphthalen-1-yl trifluoromethanesulfonate FC(S(=O)(=O)OC1=CC(=CC2=CC=C(C(=C12)CC)F)O)(F)F